NC1=C2C(=NC=N1)N(N=C2C2=CC=C(C=C2)OC2=CC=CC=C2)[C@H]2[C@H](CN(CC2)CC2=CC(=C1C(N(C(C1=C2)=O)C2C(NC(CC2)=O)=O)=O)F)F 6-(((3S,4R)-4-(4-amino-3-(4-phenoxyphenyl)-1H-pyrazolo[3,4-d]pyrimidin-1-yl)-3-fluoropiperidin-1-yl)methyl)-2-(2,6-dioxopiperidin-3-yl)-4-fluoroisoindoline-1,3-dione